FC(C)(C)C=1C=C2C(=CC=NC2=CC1)C(=O)NCC(=O)OC(C)(C)C tert-Butyl (6-(2-fluoropropan-2-yl)quinoline-4-carbonyl)glycinate